O[C@H]1C(O[C@@H]([C@H]([C@@H]1OC1O[C@@H]([C@H]([C@@H]([C@H]1O)O)O)CO)O)CO)O[C@@H]1[C@H](C(O[C@@H]([C@H]1O)CO)O)O (3R,4S,5R,6R)-4-[(3R,4S,5R,6R)-3,5-dihydroxy-6-(hydroxymethyl)-4-[(3R,4S,5S,6R)-3,4,5-trihydroxy-6-(hydroxymethyl)oxan-2-yl]oxyoxan-2-yl]oxy-6-(hydroxymethyl)oxane-2,3,5-triol